O1CCOC12CCC(CC2)C2=NN(C(=C2)C)C2=CC=C(C=C2)OC(F)(F)F 3-(1,4-dioxaspiro[4.5]decan-8-yl)-5-methyl-1-[4-(trifluoromethoxy)phenyl]pyrazole